NC1CCCCC1 para-aminocyclohexane